6-(4-((2-Cyclohexyl-5-oxo-5,6-dihydropyrimido[4,5-d]pyridazin-4-yl)amino)phenyl)-6-azaspiro[2.5]octan C1(CCCCC1)C=1N=C(C2=C(C=NNC2=O)N1)NC1=CC=C(C=C1)N1CCC2(CC2)CC1